2-(((2S,3S,4R)-2-(4-(5-(diheptylamino)pentyl)-1H-1,2,3-triazol-1-yl)-3,4-dihydroxyoctadecyl)oxy)-6-(hydroxymethyl)tetrahydro-2H-pyran-3,4,5-triol C(CCCCCC)N(CCCCCC=1N=NN(C1)[C@@H](COC1OC(C(C(C1O)O)O)CO)[C@@H]([C@@H](CCCCCCCCCCCCCC)O)O)CCCCCCC